(S)-2-((4-(4-chloro-3-((4-cyano-2-fluorobenzyl)oxy)-1H-pyrazol-1-yl)piperidin-1-yl)methyl)-1-(oxetan-2-ylmethyl)-1H-benzo[d]imidazole-6-carboxylic acid ClC=1C(=NN(C1)C1CCN(CC1)CC1=NC2=C(N1C[C@H]1OCC1)C=C(C=C2)C(=O)O)OCC2=C(C=C(C=C2)C#N)F